6-tertiary butyl-3-methylphenol C(C)(C)(C)C1=CC=C(C=C1O)C